4-(((1-(1-(cyclobutylmethyl)piperidin-4-yl)-1H-pyrazol-4-yl)methyl)amino)-2-(2,6-dioxopiperidin-3-yl)isoindoline-1,3-dione C1(CCC1)CN1CCC(CC1)N1N=CC(=C1)CNC1=C2C(N(C(C2=CC=C1)=O)C1C(NC(CC1)=O)=O)=O